N-((3R,4R,5S,6R)-2,4,5-trihydroxy-6-(hydroxymethyl)tetrahydro-2H-pyran-3-yl)acetamide tert-Butyl-(4S)-4-[3-amino-3-(2-furyl)propyl]-2,2-dimethyl-pyrrolidine-1-carboxylate C(C)(C)(C)OC(=O)N1C(C[C@@H](C1)CCC(C=1OC=CC1)N)(C)C.OC1O[C@@H]([C@H]([C@@H]([C@H]1NC(C)=O)O)O)CO